1,1'-[(methylimino)di-2,1-ethanediyl]bis[4-(dimethylamino)benzoate] CN(CCC1(C(=O)[O-])CC=C(C=C1)N(C)C)CCC1(C(=O)[O-])CC=C(C=C1)N(C)C